methyl (S)-2-(difluoromethyl)-4-(5-fluoro-4-((R)-1-fluoroethyl)pyridin-3-yl)-5-oxo-1,4,5,7-tetrahydrofuro[3,4-b]pyridine-3-carboxylate FC(C1=C([C@H](C2=C(N1)COC2=O)C=2C=NC=C(C2[C@@H](C)F)F)C(=O)OC)F